N-(4-(5-(6-(4,4-Difluoropiperidin-1-yl)-4-methylpyridin-2-yl)-1,3,4-thiadiazol-2-yl)-3-(6-azaspiro[2.5]octan-6-yl)phenyl)-2-hydroxyethane-1-sulfonamide FC1(CCN(CC1)C1=CC(=CC(=N1)C1=NN=C(S1)C1=C(C=C(C=C1)NS(=O)(=O)CCO)N1CCC2(CC2)CC1)C)F